3-chloro-2-(2-chloroethoxy)-5-(2-hydroxypropan-2-yl)benzonitrile ClC=1C(=C(C#N)C=C(C1)C(C)(C)O)OCCCl